(1R,3S,5R)-2-(2-(3-acetyl-5-(2-methoxypyrimidin-5-yl)-7-methyl-1H-pyrazolo[3,4-c]pyridin-1-yl)acetyl)-N-(6-bromo-3-methylpyridin-2-yl)-5-methyl-2-azabicyclo[3.1.0]hexane-3-carboxamide C(C)(=O)C1=NN(C2=C(N=C(C=C21)C=2C=NC(=NC2)OC)C)CC(=O)N2[C@@H]1C[C@@]1(C[C@H]2C(=O)NC2=NC(=CC=C2C)Br)C